NC=1N=NC(=CC1N1CC2CCC(C1)N2C2=CC(=NC=C2)OC2CCN(CC2)C2CC1(CC(C1)C(=O)O)C2)C2=C(C=CC=C2)O 6-(4-((4-(3-(3-amino-6-(2-hydroxyphenyl)pyridazin-4-yl)-3,8-diazabicyclo[3.2.1]octan-8-yl)pyridin-2-yl)oxy)piperidin-1-yl)spiro[3.3]heptane-2-carboxylic acid